tert-Butyl ((1r,4r)-4-((tert-butoxycarbonyl)amino)cyclohexyl)(2-(3-(5-carbamoyl-3-fluoro-2-(2-methoxyethoxy)pyridin-4-yl)-4-chlorophenyl)-2-phenylethyl)carbamate C(C)(C)(C)OC(=O)NC1CCC(CC1)N(C(OC(C)(C)C)=O)CC(C1=CC=CC=C1)C1=CC(=C(C=C1)Cl)C1=C(C(=NC=C1C(N)=O)OCCOC)F